6-methyldecanoate CC(CCCCC(=O)[O-])CCCC